3-(8-(bis(4-methoxybenzyl)amino)-2-((3-chloropyridin-2-yl)methyl)-[1,2,4]triazolo[1,5-a]pyrazin-6-yl)-2-fluorobenzonitrile COC1=CC=C(CN(C=2C=3N(C=C(N2)C=2C(=C(C#N)C=CC2)F)N=C(N3)CC3=NC=CC=C3Cl)CC3=CC=C(C=C3)OC)C=C1